HYDROXYMETHYL 1,2,2-TRIMETHYL-3-CYCLOPENTENYL KETONE CC1(C(C=CC1)(C)C)C(=O)CO